2-(2,6-Dioxo-3-piperidyl)-4-[[7-(methylamino)spiro[3.5]nonan-2-yl]amino]isoindoline-1,3-dione O=C1NC(CCC1N1C(C2=CC=CC(=C2C1=O)NC1CC2(C1)CCC(CC2)NC)=O)=O